5-(4-methanesulfonyl-phenyl)-[1,2,4]triazolo[1,5-a]-pyridin-2-ylamine CS(=O)(=O)C1=CC=C(C=C1)C1=CC=CC=2N1N=C(N2)N